N1C=NC(=C1C(=O)N)C(=O)N imidazole-4,5-dimethanamide